di-(2-pyridineformyl)-amine N1=C(C=CC=C1)C(=O)NC(=O)C1=NC=CC=C1